1-(4-(7-chloro-6-(2-fluoro-6-hydroxyphenyl)-4-phenoxy-1-phthalazinyl)-1-piperazin-yl)-2-propen-1-one ClC1=C(C=C2C(=NN=C(C2=C1)N1CCN(CC1)C(C=C)=O)OC1=CC=CC=C1)C1=C(C=CC=C1O)F